CNC1=C2N=CN(C2=NC=N1)C1OCCCC1 N-methyl-9-(tetrahydro-2H-pyran-2-yl)-9H-purin-6-amine